C(C)(=O)C=1C=C(C=CC1)NC(=O)NC=1C=C2C(N(C(=NC2=CC1)C1CCCC1)CCOC)=O 1-(3-acetylphenyl)-3-(2-cyclopentyl-3-(2-methoxyethyl)-4-oxo-3,4-dihydroquinazolin-6-yl)urea